21-[4-[2,6-bis(allylamino)-4-pyrimidinyl]-1-piperazinyl]-11alpha-hydroxy-16alpha-methylpregna-1,4-dien-3,20-dione C(C=C)NC1=NC(=CC(=N1)N1CCN(CC1)CC([C@H]1[C@@H](C[C@H]2[C@@H]3CCC4=CC(C=C[C@]4(C)[C@H]3[C@@H](C[C@]12C)O)=O)C)=O)NCC=C